FC1=CC=C(C=C1)N1N=C(C2=C1N=C(C=C2C(=O)O)N2CCN(CC2)C(=O)OCC(C)C)C(CC)CC 1-(4-fluorophenyl)-6-(4-(isobutoxycarbonyl)piperazin-1-yl)-3-(pentan-3-yl)-1H-pyrazolo[3,4-b]pyridine-4-Carboxylic acid